FC1=C(C(=CC(=C1)OC)F)C1=C(C(N(N1C)C1=NC(=CC(=C1)OC)C1(CCC1)O)=O)NC(C1=CC=C(C=C1)OC(F)F)=O N-[5-(2,6-difluoro-4-methoxyphenyl)-2-[6-(1-hydroxycyclobutyl)-4-methoxypyridin-2-yl]-1-methyl-3-oxo-2,3-dihydro-1H-pyrazol-4-yl]-4-(difluoromethoxy)benzamide